C1(=CC=CC=C1)C1=CC=C(N=N1)NC12CCC(CC1)(C2)C2=NC1=C(N2)C=CC=C1 6-Phenyl-N-[(1s,4s)-4-(1H-benzo[d]imidazol-2-yl)bicyclo[2.2.1]heptan-1-yl]pyridazin-3-amine